5,7,12,14-tetraethyl-7,14-dimethyl-1,4,8,11-tetraazacyclotetradec-4,11-diene C(C)C1=NCCNC(CC(=NCCNC(C1)(C)CC)CC)(C)CC